CN[C@H](C(=O)N[C@H]1CCCC[C@@H]2N(C1=O)[C@@H](CC2)C(=O)N[C@@H]2CCCC1=CC=CC=C21)C (3S,6S,10aS)-6-((S)-2-(methylamino)propanamido)-5-oxo-N-((R)-1,2,3,4-tetrahydronaphthalen-1-yl)decahydropyrrolo[1,2-a]azocine-3-carboxamide